NC=1N=C(C2=C(N1)C=CN(C2=O)CC2=CC=C(C=C2)CN2CCN(CC2)C)NCCCC 2-amino-4-(butylamino)-6-(4-((4-methylpiperazin-1-yl)methyl)benzyl)pyrido[4,3-d]pyrimidin-5(6H)-one